1-(phenylsulfonyl)-3-indoleboronic acid C1(=CC=CC=C1)S(=O)(=O)N1C=C(C2=CC=CC=C12)B(O)O